Methanesulfonyl chloride HCl Cl.CS(=O)(=O)Cl